C(CC(C)C)N(C(=O)OCC=1C(=NOC1C1=CC=C(C=N1)O[C@@H]1C[C@H](CCC1)C(=O)O)C)C (1S,3S)-3-((6-(4-(((isopentyl-(methyl)carbamoyl)oxy)methyl)-3-methylisoxazol-5-yl)pyridin-3-yl)oxy)cyclohexane-1-carboxylic acid